C1(=CC=CC=C1)CC1=CC=C(C(=O)NC=2[Se]C(=CN2)C(=O)NC2=C(C=CC=C2C)Cl)C=C1 2-(4-(phenylmethyl)benzoylamino)-N-(2-chloro-6-methylphenyl)-1,3-selenazol-5-carboxamide